ClC1=NC=CC(=N1)C1=C(N=C(S1)C1(CCN(CC1)C(=O)OC(C)(C)C)C)C1=C(C(=CC=C1)NC(=O)OCC=C)F tert-butyl 4-[5-(2-chloropyrimidin-4-yl)-4-(2-fluoro-3-{[(prop-2-en-1-yloxy)carbonyl]amino}phenyl)-1,3-thiazol-2-yl]-4-methylpiperidine-1-carboxylate